FC1=C(C(=O)N[C@@H](C(=O)N[C@@H]2B(OC3=C(C2)C=CC=C3C(=O)O)O)C3=CC(=C(C=C3)P(=O)(O)O)F)C=CC(=C1)O (R)-3-((R)-2-(2-fluoro-4-hydroxybenzamido)-2-(3-fluoro-4-phosphonophenyl)acetamido)-2-hydroxy-3,4-dihydro-2H-benzo[e][1,2]oxaborinine-8-carboxylic acid